C1(=CC=CC=C1)CCN1N=C(C=C1C(=O)O)C(C)C 1-(2-phenylethyl)-3-(propan-2-yl)-1H-pyrazole-5-carboxylic acid